1-(3,5-di-tert-butyl-4-hydroxybenzyl)-3-methylimidazole di(2-ethylhexyl)phosphate C(C)C(COP(=O)(OCC(CCCC)CC)O)CCCC.C(C)(C)(C)C=1C=C(CN2CN(C=C2)C)C=C(C1O)C(C)(C)C